4-(4-chlorophenyl)-6-methyl-N-(1-methylpiperidin-3-yl)-5,6,7,8-tetrahydropyrido[3,4-d]pyridazin-1-amine ClC1=CC=C(C=C1)C=1N=NC(=C2C1CN(CC2)C)NC2CN(CCC2)C